3-bromo-4-methoxy-1,6-dimethylpyridin-2(1H)-one BrC=1C(N(C(=CC1OC)C)C)=O